FC(C1=NNC2=NC(=NC=C21)CC2CC1(C2)CCN(CC1)C(=O)N1C[C@@H]2[C@@H](OCC(N2)=O)CC1)(F)F (4aR,8aS)-6-[2-[[3-(trifluoromethyl)-1H-pyrazolo[3,4-d]pyrimidin-6-yl]methyl]-7-azaspiro[3.5]nonane-7-carbonyl]-4,4a,5,7,8,8a-hexahydropyrido[4,3-b][1,4]oxazin-3-one